O1CCC(CC1)C(=O)NCC1=CC=C(C=C1)NC(OCC1=CC=C(C=C1)Cl)=O 4-chlorobenzyl (4-((tetrahydro-2H-pyran-4-carboxamido)meth-yl)phenyl)carbamate